ClC=1C=NC=C(C1C(C)OC=1C=C2C(=NNC2=CC1)C=1C=CC(=NC1)NC(CN1CCOCC1)=O)Cl N-(5-(5-(1-(3,5-dichloropyridin-4-yl)ethoxy)-1H-indazol-3-yl)pyridin-2-yl)-2-morpholinoacetamide